(2r,4s)-4-(3-(cyclopropylmethoxy)-4-(difluoromethoxy)phenyl)pyrrolidine-2-carboxylic acid methyl ester hydrochloride Cl.COC(=O)[C@@H]1NC[C@@H](C1)C1=CC(=C(C=C1)OC(F)F)OCC1CC1